N[C@@H](C)C(=O)O.NCCN1C(N(C=C1)CCN)C 1,3-bis(2'-aminoethyl)-2-methylimidazole alanine salt